CSC(=N)N1CCCCC1 methylpiperidine-1-carbimidothioate